N-[5-[6-(dimethylamino)pyridin-3-yl]-4-fluoro-2-[rac-(3R)-3,4-dimethylpiperazin-1-yl]phenyl]-6-oxo-4-(trifluoromethyl)-1H-pyridine-3-carboxamide CN(C1=CC=C(C=N1)C=1C(=CC(=C(C1)NC(=O)C1=CNC(C=C1C(F)(F)F)=O)N1C[C@H](N(CC1)C)C)F)C |r|